(S)-N-(5-(2-(tert-butyl)-7-(methylsulfinyl)-1-oxoisoindolin-5-yl)-4-methylthiazol-2-yl)acetamide C(C)(C)(C)N1C(C2=C(C=C(C=C2C1)C1=C(N=C(S1)NC(C)=O)C)[S@@](=O)C)=O